BrC1=C(C=C(C=C1)CCOCC(=O)Cl)OC 2-[2-(4-bromo-3-methoxy-phenyl)ethoxy]acetyl chloride